COC1=CC=C(C(=C1)I)OC 2,5-dimethoxy-4-iodobenzene